1-(4-(8-chloro-5,6-dihydro-11H-benzo-[5,6]cyclohepta[1,2-b]pyridin-11-ylidene)-piperidin-1-yl)-3-(2-(3-methoxyphenethyl)phenoxy)propan-2-ol ClC=1C=CC2=C(CCC=3C(=NC=CC3)C2=C2CCN(CC2)CC(COC2=C(C=CC=C2)CCC2=CC(=CC=C2)OC)O)C1